4,6-dicarbonyl-thienocyclopentane C(=O)=C1CC(C2=C1C=CS2)=C=O